C(CC)(=O)C1=C(C(=O)O)C=CC=C1 2-propionylbenzoic acid